C(#N)C1=C(C=C(C=C1)N1C(N(C(C1=O)(C)C)C1=CC(=C(C(=O)NC)C=C1)F)=S)C(F)(F)F 4-[3-[4-cyano-3-(trifluoromethyl)phenyl]-5,5-dimethyl-4-oxo-2-thioxo-1-imidazolidinyl]-2-fluoro-N-methyl-benzamide